C(C)(C)(C)OC(=O)N1[C@@H](COCC1)C=1C=C(C=C2CCN(CC12)C(=O)C=1C=NN(C1)C(C)C)C=1C=C2C(=NC1)NC=C2C (R)-3-(2-(1-isopropyl-1H-pyrazole-4-carbonyl)-6-(3-methyl-1H-pyrrolo[2,3-b]pyridin-5-yl)-1,2,3,4-tetrahydroisoquinolin-8-yl)morpholine-4-carboxylic acid tert-butyl ester